C(#N)C1=CC=C(CNC(=O)C2=CC=3C=4N(CCN(C4C=CC3)C(=O)C3(CC3)S(=O)(=O)C(CO)(C)C)C2=O)C=C1 N-(4-cyanobenzyl)-1-(1-((1-hydroxy-2-methylpropan-2-yl)sulfonyl)cyclopropane-1-carbonyl)-5-oxo-2,3-dihydro-1H,5H-pyrido[1,2,3-de]quinoxaline-6-carboxamide